3-(tetrahydrofuran-3-yl)-5-(5-(trifluoromethyl)-4-((2-(trimethylsilyl)ethoxy)methyl)-4H-1,2,4-triazol-3-yl)pyridine O1CC(CC1)C=1C=NC=C(C1)C1=NN=C(N1COCC[Si](C)(C)C)C(F)(F)F